2-{[([1,1'-biphenyl]-2-yl)oxy]methyl}oxirane tert-butyl-(2R)-2-ethynylpyrrolidine-1-carboxylate C(C)(C)(C)OC(=O)N1[C@H](CCC1)C#C.C1(=C(C=CC=C1)OCC1OC1)C1=CC=CC=C1